BrC1=CC2=CN(N=C2C=C1OC)CCO 2-(5-Bromo-6-methoxy-indazol-2-yl)ethanol